C(CCCCCCC\C=C/C\C=C/CCCCC)OC=1C=C(C=C(C1)OCCCCCCCC\C=C/C\C=C/CCCCC)CN(C)C 1-(3,5-bis((9Z,12Z)-octadeca-9,12-dien-1-yloxy)phenyl)-N,N-dimethylmethanamine